FC1=C(C=CC(=C1)F)C=1C2=C(N=C(N1)N1C[C@@H](O[C@@H](C1)C)C=1C=CC(NC1)=O)N=C(S2)N(C)C 5-[(2S,6R)-4-[7-(2,4-difluorophenyl)-2-(dimethylamino)thiazolo[4,5-d]pyrimidin-5-yl]-6-methyl-morpholin-2-yl]-1H-pyridin-2-one